(1-(2,6-dioxopiperidin-3-yl)-3-methyl-2-oxo-2,3-dihydro-1H-benzo[d]imidazol-5-yl)boronic acid O=C1NC(CCC1N1C(N(C2=C1C=CC(=C2)B(O)O)C)=O)=O